FC(C(=O)O)(F)F.COC=1C=CC(=NC1)COC=1C=CC2=C(N=C(O2)N2CCN(CC2)CCOCCOCCOCC(=O)O)C1 2-(2-(2-(2-(4-(5-((5-methoxypyridin-2-yl)methoxy)benzo[d]oxazol-2-yl)piperazin-1-yl)ethoxy)ethoxy)ethoxy)acetic acid, trifluoroacetic acid salt